CC(COC(CCC1=CC(=C(C(=C1)C)O)C(C)(C)C)=O)(C)C1OCC2(CO1)COC(OC2)C(COC(CCC2=CC(=C(C(=C2)C)O)C(C)(C)C)=O)(C)C 3,9-bis[1,1-dimethyl-2-{β-(3-t-butyl-4-hydroxy-5-methyl-phenyl)propionyloxy}ethyl]-2,4,8,10-tetraoxaspiro[5.5]undecane